C(C)(=O)N(C=1SC2=C(C1C(=O)OC)C=CC(=C2Cl)O)CC2=C(C=C(C=C2)F)F Methyl 2-[acetyl(2,4-difluorobenzyl)amino]-7-chloro-6-hydroxy-1-benzothiophene-3-carboxylate